2-(3-cis-hydroxycyclobutyl)triazole OC1(CCC1)N1N=CC=N1